C(CCCCCCCCCCC)(=O)OOC(CCCCCCCCCCC)=O lauroyl peroxide